2,6-BIS(PYRROLIDIN-1-YLMETHYL)PHENOL N1(CCCC1)CC1=C(C(=CC=C1)CN1CCCC1)O